C(CCCCCCCCCCCCCCCCC)C(C(=O)N)CCCCCCCCCC\C=C/CCCCCCCC Stearyl-Erucamid